CC1=CC=C(C=C1)S(=O)(=O)OC1CN(C1)C1=CC=2N(C=C1)C1=C(N2)C=C(C=C1)I 1-(7-Iodobenzo[4,5]imidazo[1,2-a]pyridin-3-yl)azetidin-3-yl 4-methylbenzenesulfonate